COC(C=C)=O.C=CC1=CC=CC=C1 styrene methyl-acrylate